N(=[N+]=[N-])\C(\C(=O)OCC)=C/C=1C=NC(=CC1)OC ethyl (Z)-2-azido-3-(6-methoxypyridin-3-yl)acrylate